dihydro-3(s)-imino-2-methyl-1,2,4-triazin N=C1N(NC=CN1)C